4-Methyltetrahydrofuran-3-yl (8-amino-7-fluoro-6-(8-methyl-2-oxo-2,3-dihydro-1H-pyrido[2,3-b][1,4]oxazin-7-yl)isoquinolin-3-yl)carbamate NC=1C(=C(C=C2C=C(N=CC12)NC(OC1COCC1C)=O)C1=C(C2=C(OCC(N2)=O)N=C1)C)F